ClC1=C(C=C2C(C(NC2=C1)=O)=C(O)C1=CC(=C(C=C1)OC(F)(F)F)F)C1=CC=C(C=C1)N1CCOCC1 6-chloro-3-[[3-fluoro-4-(trifluoromethoxy)phenyl]-hydroxy-methylene]-5-(4-morpholinophenyl)indolin-2-one